N-(2-pentyl)benzamide CC(CCC)NC(C1=CC=CC=C1)=O